C(C)(C)C1=NC=NC(=C1N1C(C(=C(C2=CC(=C(N=C12)C1=C(C=CC=C1OC)F)F)N1C(CN(C(C1)C)C(=O)O)C(=O)O)[N+](=O)[O-])=O)C(C)C 4-(1-(4,6-diisopropylpyrimidin-5-yl)-6-fluoro-7-(2-fluoro-6-methoxyphenyl)-3-nitro-2-oxo-1,2-dihydro-1,8-naphthyridin-4-yl)-6-methylpiperazin-1,3-dicarboxylic acid